3-(2,2-difluorobenzo[d][1,3]dioxol-5-yl)-1-(4-(4-((1-hydroxypropan-2-yl)oxy)pyrimidine-2-carbonyl)piperazin-1-yl)prop-2-en-1-one FC1(OC2=C(O1)C=CC(=C2)C=CC(=O)N2CCN(CC2)C(=O)C2=NC=CC(=N2)OC(CO)C)F